2,6-Anhydro-4-(3-cyano-7-(pyrimidin-5-yl)-2H-indazol-2-yl)-3,4,5-trideoxy-5-isobutyramido-D-glycero-D-galacto-non-2-enonic acid C(#N)C=1N(N=C2C(=CC=CC12)C=1C=NC=NC1)[C@H]1C=C(C(=O)O)O[C@H]([C@@H]1NC(C(C)C)=O)[C@H](O)[C@H](O)CO